Rac-trans-cyclohexane-1,2-diamine [C@@H]1([C@@H](CCCC1)N)N |r|